1,2-Bis(dimethyl-phosphino)ethane CP(CCP(C)C)C